C(C1=CC=CC=C1)OC1=C(C=C(CC2C(OC(C2CC2=CC(=C(C=C2)OC)OC)C)=O)C=C1)OC 3-(4-(benzyloxy)-3-methoxybenzyl)-4-(3,4-dimethoxybenzyl)-5-methyldihydrofuran-2(3H)-one